(5S)-5-phenyl-2-[4-(trifluoromethyl)phenyl]-2,5,6,7-tetrahydro-3H-pyrrolo[2,1-c][1,2,4]triazol-3-one C1(=CC=CC=C1)[C@@H]1CCC2=NN(C(N21)=O)C2=CC=C(C=C2)C(F)(F)F